1-(3,5-dibromo-2-hydroxymethylphenyl)-3-(2,6-dichloropyridin-4-yl)urea BrC=1C(=C(C=C(C1)Br)NC(=O)NC1=CC(=NC(=C1)Cl)Cl)CO